CC1([C@H](C1)[NH-])C (S)-(+)-2,2-dimethylcyclopropylamide